C(C)(C)(C)NC(CN(C)C=1C2=C(N=C(N1)C1=NC=CC(=C1)O[C@H]1CN([C@H](C1)C)C)CCC2)=O N-tert-butyl-2-{[2-(4-{[(3R,5S)-1,5-dimethylpyrrolidin-3-yl]oxy}pyridin-2-yl)-5H,6H,7H-cyclopenta[d]pyrimidin-4-yl](methyl)amino}acetamide